BrC1=C(C=C(C=C1)[C@H]1[C@H](O)[C@@H](O)[C@H](O)[C@H](O1)CO)CC1=CC=C(C=C1)OCC (1S)-1,5-anhydro-1-C-[4-bromo-3-[(4-ethoxyphenyl)methyl]phenyl]-D-glucitol